1-formylhydrazine C(=O)NN